ClC=1N=C(NC1[C@H]1[C@H](CN(CC1)C(C)=O)C)C1=NC=C(C=C1)F 1-((3R,4R)-4-(4-Chloro-2-(5-fluoropyridin-2-yl)-1H-imidazol-5-yl)-3-methylpiperidin-1-yl)ethan-1-one